BrC=1C=C2C(=CC1)N(C1=C2CC(NC2=C1C=CC=C2)=O)CC 9-bromo-12-ethyl-7,12-dihydro-indolo[3,2-d][1]benzazepin-6(5H)-one